[Si](C)(C)(C(C)(C)C)OC1(CC(C1)N1C=C(C2=C1N=NC(=C2)C2=C(C=C(C=C2C)C(F)(F)F)OCOC)OC(F)F)C 7-((1s,3s)-3-{[tert-butyl(dimethyl)silyl]oxy}-3-methylcyclobutyl)-5-(difluoromethoxy)-3-[2-(methoxymethoxy)-6-methyl-4-(trifluoromethyl)phenyl]-7H-pyrrolo[2,3-c]pyridazine